C1(=C2N(C=N1)CCC2)C(C(=O)NC=2SC=CN2)N2C(C1=CC(=CC(=C1C2)F)C2=CC=C(C=C2)N2CCC(CC2)N2CCNCC2)=O 2-(6,7-dihydro-5H-pyrrolo[1,2-c]imidazol-1-yl)-2-(4-fluoro-1-oxo-6-(4-(4-(piperazin-1-yl)piperidin-1-yl)phenyl)isoindolin-2-yl)-N-(thiazol-2-yl)acetamide